BrC1=C(C=C(C(=C1)O)O)C(=O)C1=CC=C(C=C1)C(C)C (2-bromo-4,5-dihydroxyphenyl)(4-isopropylphenyl)methanone